NC1=C(C=CC=C1)C(C)C(=NO)C(C)C1=C(C=CC=C1)N 1-(2-aminophenyl)-1-ethyl ketoxime